(S)-7-(3,5-difluorophenoxy)-N-((1R,5S,8s)-3-(6-methylpyrimidin-4-yl)-3-azabicyclo[3.2.1]octan-8-yl)-6,7-dihydro-5H-pyrrolo[1,2-b][1,2,4]triazol-2-amine FC=1C=C(O[C@H]2CCN3N=C(N=C32)NC3[C@H]2CN(C[C@@H]3CC2)C2=NC=NC(=C2)C)C=C(C1)F